C(C=C)C1=C(C=CC=C1)OCCCC(C)Br 1-allyl-2-((4-bromopentyl)oxy)benzene